N[C@@H]1CCN(N(C1)C(=O)C1=CC2=C(N(C(=N2)C2=CC=3C(=NC(=CC3)[C@@H](C)NC(C(C)(C)C)=O)N2CC2CC2)C)C(=C1)OC)C N-((R)-1-(2-(5-((R)-5-amino-2-methylhexahydropyridazine-1-carbonyl)-7-methoxy-1-methyl-1H-benzo[d]imidazol-2-yl)-1-(cyclopropylmethyl)-1H-pyrrolo[2,3-b]pyridin-6-yl)ethyl)pivalamide